O1COC2=C1C=CC(=C2)CN2C(C(=CC(=C2)C2=NC(=NC(=C2)CF)S(=O)(=O)CCC(C2=CC=CC=C2)OCC2=C(C=CC=C2)F)F)=O 1-(benzo[d][1,3]dioxol-5-ylmethyl)-3-fluoro-5-(2-((3-((2-fluorobenzyl)oxy)-3-phenylpropyl)sulfonyl)-6-(fluoromethyl)pyrimidin-4-yl)pyridin-2(1H)-one